C(C)(=O)C=1C(=NC(=CC1)N1C=NC2=C1C=CC(=C2)NC=2N=NC(=CC2)C)N2C[C@@H](C[C@@H]2C)C#N (3R,5S)-1-[3-acetyl-6-[5-[(6-methylpyridazin-3-yl)amino]benzimidazol-1-yl]-2-pyridyl]-5-methyl-pyrrolidine-3-carbonitrile